5-(3-{(E)-2-[6-(benzyloxy)-7-methoxy-1,2,3,4-tetrahydroisoquinolin-1-yl]ethenyl}-4-methylphenyl)pyrimidine-2-carbonitrile C(C1=CC=CC=C1)OC=1C=C2CCNC(C2=CC1OC)/C=C/C=1C=C(C=CC1C)C=1C=NC(=NC1)C#N